CN1C(N(CCC1=O)C1=CN=CC2=C(C=CC=C12)C1N(CCNC1)C(=O)O)=O [4-(3-methyl-2,4-dioxo-hexahydropyrimidin-1-yl)-8-isoquinolinyl]Piperazine-1-carboxylic acid